C(CCC)N1COCCC1 N-butyl-1,3-oxazinane